ClC1=C(C(=O)N2COC3=C(C2)C=CC=C3C3=CC(=C(C(=O)OC)C=C3F)N3CCOCC3)C(=CC(=C1)C=1C=NN(C1)C(CO)(C)C)Cl methyl 4-[3-[2,6-dichloro-4-[1-(1-hydroxy-2-methylpropan-2-yl) pyrazol-4-yl] benzoyl]-2,4-dihydro-1,3-benzoxazin-8-yl]-5-fluoro-2-morpholin-4-ylbenzoate